1,4-bis(4-pentylphenyl)but-1,3-diyne C(CCCC)C1=CC=C(C=C1)C#CC#CC1=CC=C(C=C1)CCCCC